(R)-(4-(4-((6-Bromoimidazo[1,2-a]pyrazin-8-yl)amino)phenyl)morpholin-2-yl)methanol BrC=1N=C(C=2N(C1)C=CN2)NC2=CC=C(C=C2)N2C[C@@H](OCC2)CO